N-[6-[4-(hydroxymethyl)-1-piperidyl]-2,2-dimethyl-3H-benzofuran-5-yl]pyrazolo[1,5-a]pyrimidine-3-carboxamide OCC1CCN(CC1)C1=CC2=C(CC(O2)(C)C)C=C1NC(=O)C=1C=NN2C1N=CC=C2